BrC1=CC=C(C=C1)C1(CN(CC1)C(=O)OC(C)(C)C)O tert-butyl 3-(4-bromophenyl)-3-hydroxypyrrolidine-1-carboxylate